C(C)(C)(C)OC(=O)N1CCC(CC1)OC1CC(C1)OC1=NC=CC(=C1)Br 4-((1r,3r)-3-((4-bromopyridin-2-yl)oxy)cyclobutoxy)piperidine-1-carboxylic acid tert-butyl ester